NC1=NC(=CC(=N1)N1[C@@H](COCCC1)C1=C(C=C(C=C1)NC(C)=O)Cl)C |r| (+/-)-N-(4-(4-(2-amino-6-methylpyrimidin-4-yl)-1,4-oxazepan-3-yl)-3-chlorophenyl)acetamide